(1R)-1-(3,5-diethoxy-4-methylphenyl)ethane-1-amine C(C)OC=1C=C(C=C(C1C)OCC)[C@@H](C)N